C(C1=CC=CC=C1)N1N=CC(=C1)C(=O)N1CC2(CN(C2)C(=O)C2C(C2)(C)C)C(C1)C(=O)NC(C(=O)NC)C(C)OCC1=CC=CC=C1 6-(1-benzyl-1H-pyrazole-4-carbonyl)-N-(3-(benzyloxy)-1-(methylamino)-1-oxobutan-2-yl)-2-(2,2-dimethylcyclopropane-1-carbonyl)-2,6-diazaspiro[3.4]octane-8-carboxamide